NC1=NC(=C2N=CN(C2=N1)CC(=O)NC1=CC(=NN1CC)C)NCC#C 2-(2-amino-6-(prop-2-yn-1-ylamino)-9H-purin-9-yl)-N-(1-ethyl-3-methyl-1H-pyrazol-5-yl)acetamide